Ethyl 3-(cyclopropylethynyl)imidazo[2,1-b]thiazole-6-carboxylate C1(CC1)C#CC=1N2C(SC1)=NC(=C2)C(=O)OCC